CCOC(=O)N1CCN(CC1)C(=O)CN(C)S(=O)(=O)C2=CC=C(C=C2)Cl The molecule is a sulfonamide in which the nitrogen carries methyl and 2-[4-(ethoxycarbonyl)piperazin-1-yl]-2-oxoethyl substituents and the sulfonyl a 4-chlorophenyl group. It is a sulfonamide and a carbamate ester.